Methyl 3-(3-(4-(thiophenyl)phenoxy)azetidin-1-yl)-2-(1H-pyrrol-1-yl)benzoate S1C(=CC=C1)C1=CC=C(OC2CN(C2)C=2C(=C(C(=O)OC)C=CC2)N2C=CC=C2)C=C1